4-((tert-butyldiphenylsilyl)oxy)-3-(4-iodopiperidin-1-yl)tetrahydrofuran-3-carbonitrile [Si](C1=CC=CC=C1)(C1=CC=CC=C1)(C(C)(C)C)OC1C(COC1)(C#N)N1CCC(CC1)I